CN1N=CC=2C1=NC(=CC2N2C[C@@H]([C@H](CC2)C2=CC=C(C=N2)N2CCOC[C@H](C2)N)C)C (6S)-4-[6-[(3R,4S)-1-(1,6-dimethylpyrazolo[3,4-b]pyridin-4-yl)-3-methyl-4-piperidinyl]-3-pyridinyl]-1,4-oxazepan-6-amine